2-amino-6-borono-2-(3-(cyclopentyl-(methyl)amino)propyl)hexanoic acid NC(C(=O)O)(CCCCB(O)O)CCCN(C)C1CCCC1